F[C@H]1C[C@H](N(C1)C(CN1C[C@@H](CC1)NC1=CC=NC2=CC(=CC=C12)OC)=O)C#N (2S,4S)-4-fluoro-1-[2-[(3R)-3-[(7-methoxy-4-quinolinyl)amino]pyrrolidin-1-yl]acetyl]pyrrolidine-2-carbonitrile